(2S)-4-[[3-[[5-[(1S)-1-aminopropyl]-1,3,4-oxadiazol-2-yl]amino]-5-chloro-2-methyl-phenyl]methyl]-2-methyl-piperazine-1-carboxylic acid isopropyl ester C(C)(C)OC(=O)N1[C@H](CN(CC1)CC1=C(C(=CC(=C1)Cl)NC=1OC(=NN1)[C@H](CC)N)C)C